COC=1C=C(C=CC1)NC(=O)N1CCC2(CC1)CCC(CC2)N(C=2C1=C(N=CN2)NC=C1)C N-(3-Methoxyphenyl)-9-(methyl(7H-pyrrolo[2,3-d]pyrimidin-4-yl)amino)-3-azaspiro[5.5]undecan-3-carboxamid